Ethyl 2-((4-(4-(3-chlorophenyl)-3,5-dimethylpiperazine-1-carbonyl)-2-nitrophenyl)sulfinyl)acetate ClC=1C=C(C=CC1)N1C(CN(CC1C)C(=O)C1=CC(=C(C=C1)S(=O)CC(=O)OCC)[N+](=O)[O-])C